C1(CCCC1)N1C2=C(N(C(C(C1)(F)F)=O)C)C=NC(=N2)NC2=C(C=C(C(=O)NCC1CC13CCN(CC3)C(=O)OCCCC)C=C2)OC butyl 1-((4-((9-cyclopentyl-7,7-difluoro-5-methyl-6-oxo-6,7,8,9-tetrahydro-5H-pyrimido[4,5-b][1,4]diazepin-2-yl)amino)-3-methoxybenzamido)methyl)-6-azaspiro[2.5]octane-6-carboxylate